FC1=C(C=CC=2SC=CC21)CCNC(OC(C)(C)C)=O tert-butyl (2-(4-fluorobenzo[b]thiophen-5-yl)ethyl)carbamate